[N+](=O)([O-])C1=C(C=CC(=C1)[N+](=O)[O-])S(=O)[O-] 2,4-dinitrophenyl-sulfinate